C(C)C1=NC(=CC(=C1)C=1C=C(C=CC1)C=1N=C(SC1)NC(=O)[C@H]1N(CC1)C(=O)C1=CN(C(=C1)C)S(=O)(=O)C)C (S)-N-(4-(3-(2-ethyl-6-methylpyridin-4-yl)phenyl)thiazol-2-yl)-1-(5-methyl-1-(methylsulfonyl)-1H-pyrrole-3-carbonyl)azetidine-2-carboxamide